N[C@]1(CN(CC1)C1=C(C(=CC(=C1)C=1C=NC=CC1)CC)CN1C2=NC=NC(=C2N=C1)N)C(=O)NC1CC1 (R)-3-amino-1-(2-((6-amino-9H-purin-9-yl)methyl)-3-ethyl-5-(pyridin-3-yl)phenyl)-N-cyclopropylpyrrolidine-3-carboxamide